2-((R)-6-fluoro-6,7-dihydro-5H-pyrrolo[1,2-c]imidazol-1-yl)-2-(4-fluoro-6-(3-fluoro-4-morpholinylphenyl)-2H-indazol-2-yl)-N-(thiazol-2-yl)acetamide F[C@@H]1CC=2N(C=NC2C(C(=O)NC=2SC=CN2)N2N=C3C=C(C=C(C3=C2)F)C2=CC(=C(C=C2)N2CCOCC2)F)C1